trans-methyl-4-aminocyclohexane-1-carboxylate HCl salt Cl.COC(=O)[C@@H]1CC[C@H](CC1)N